O=C1N(C(C2=CC=CC=C12)=O)CC1=NNC(C2=C(C=C(C=C12)C1=C(N(N=C1)C)C1=C(C2=CC=CC=C2C=C1)C#N)F)=O 2-[4-[4-[(1,3-dioxoisoindolin-2-yl)methyl]-8-fluoro-1-oxo-2H-phthalazin-6-yl]-2-methyl-pyrazol-3-yl]naphthalene-1-carbonitrile